(E)-6-((4-(2-(5-Cyclopropyl-3-(3,5-dichloropyridin-4-yl)isoxazol-4-yl)vinyl)bicyclo[2.2.2]octan-1-yl)methoxy)-4-(difluoromethoxy)chinolin C1(CC1)C1=C(C(=NO1)C1=C(C=NC=C1Cl)Cl)/C=C/C12CCC(CC1)(CC2)COC=2C=C1C(=CC=NC1=CC2)OC(F)F